[Mg].[Zn].[Mg].FC(OC1=CC=C(C=C1)NN=C(C#N)C#N)(F)F Carbonyl cyanide-p-trifluoromethoxyphenylhydrazone Magnesium zinc magnesium